1-[3-[(S)-ethylsulfinyl]-4-[3-methyl-6-(trifluoromethyl)imidazo[4,5-c]pyridin-2-yl]phenyl]cyclopropanecarbonitrile C(C)[S@](=O)C=1C=C(C=CC1C1=NC2=C(C=NC(=C2)C(F)(F)F)N1C)C1(CC1)C#N